OC1=C(C(=CC(=C1C(=O)NCC=1C=NC=NC1)CCCCC)O)C1=CC(=CC=C1)C 2,6-dihydroxy-3'-methyl-4-pentyl-N-(pyrimidin-5-ylmethyl)-[1,1'-biphenyl]-3-carboxamide